N1C(CC1)C1=NC2=CC=CC(=C2C=C1)N1N=CC(=C1C(F)(F)F)C(=O)NC=1C=NC(=C(C1)Cl)N1N=CC=N1 1-(2-(Azetidin-2-yl)chinolin-5-yl)-N-(5-chloro-6-(2H-1,2,3-triazol-2-yl)pyridin-3-yl)-5-(trifluoromethyl)-1H-pyrazol-4-carboxamid